N-(2-{3-[(3aR,4R,6aR)-2,2-dimethyl-6-oxo-tetrahydrocyclopenta[d][1,3]dioxol-4-yl]phenyl}ethyl)carbamate CC1(O[C@H]2[C@@H](O1)C(C[C@@H]2C=2C=C(C=CC2)CCNC([O-])=O)=O)C